NCCC#CC1=C(C(=O)OC)C=C(C=C1)N1CCN(CC1)C(C[C@H]1C=2N(C3=C(C(=N1)C1=CC=C(C=C1)Cl)C(=C(S3)C)C)C(=NN2)C)=O methyl (S)-2-(4-aminobut-1-yn-1-yl)-5-(4-(2-(4-(4-chlorophenyl)-2,3,9-trimethyl-6H-thieno[3,2-f][1,2,4]triazolo[4,3-a][1,4]diazepin-6-yl)acetyl)piperazin-1-yl)benzoate